(2-hydroxyethyl)-1-piperazineethane-sulfonic acid OCCC1N(CCNC1)CCS(=O)(=O)O